CP(=O)(N=C(C)N(CC)CC)F methyl(1-(diethylamino)ethylidene)phosphonamidofluoridate